BrC1=NC=C2N1CCC(C2)C(=O)N2CCC(CC2)C2=NC1=C(N2C(F)F)C=CC=C1 (3-bromo-5,6,7,8-tetrahydroimidazo[1,5-a]pyridin-7-yl)(4-(1-(difluoromethyl)-1H-benzo[d]imidazol-2-yl)piperidin-1-yl)methanone